C(C)(C)(C)OC(NCC1=CC=C(C=C1)NC(C1=C(C=C(C=C1)C(NC1=CC=C(C=C1)CNC(=O)OC(C)(C)C)=O)C)=O)=O (4-{4-[4-(tert-butoxycarbonylamino-methyl)-phenylcarbamoyl]-2-methyl-benzoylamino}-benzyl)-carbamic acid tert-butyl ester